2-(3-(5-amino-6-(4-(pyridin-2-yl)piperazin-1-yl)pyrazin-2-yl)-4-methylphenyl)-3,3,3-trifluoro-2-hydroxypropanamide trifluoroacetate FC(C(=O)O)(F)F.NC=1N=CC(=NC1N1CCN(CC1)C1=NC=CC=C1)C=1C=C(C=CC1C)C(C(=O)N)(C(F)(F)F)O